((1S,4S,5S)-4-(4-(3-ethyl-2-methyloctan-2-yl)-2,6-dimethoxyphenyl)-6,6-dimethylbicyclo[3.1.1]hept-2-en-2-yl)methyl pivalate C(C(C)(C)C)(=O)OCC=1[C@@H]2C([C@H]([C@H](C1)C1=C(C=C(C=C1OC)C(C)(C(CCCCC)CC)C)OC)C2)(C)C